9,9'-(4,6-bis(4,6-diphenylpyrimidin-2-yl)-5-(3-(6-phenylpyridin-2-yl)-9H-carbazol-9-yl)-1,3-phenylene)bis(3-methyl-9H-carbazole) C1(=CC=CC=C1)C1=NC(=NC(=C1)C1=CC=CC=C1)C1=C(C=C(C(=C1N1C2=CC=CC=C2C=2C=C(C=CC12)C1=NC(=CC=C1)C1=CC=CC=C1)C1=NC(=CC(=N1)C1=CC=CC=C1)C1=CC=CC=C1)N1C2=CC=CC=C2C=2C=C(C=CC12)C)N1C2=CC=CC=C2C=2C=C(C=CC12)C